OC1=CC=C(C=C1)C(/C=C/C=1C=C2C=CC(OC2=CC1)=O)=O (E)-6-(3-(4-hydroxyphenyl)-3-oxo-prop-1-en-1-yl)-2H-chromen-2-one